5-(5-(3,5-dichloro-4-fluorophenyl)-5-(trifluoromethyl)-4,5-dihydroisoxazol-3-yl)-N-(3,3-dimethylbutyl)-5,6-dihydro-4H-thieno[2,3-c]pyrrole-2-carboxamide ClC=1C=C(C=C(C1F)Cl)C1(CC(=NO1)N1CC2=C(C1)C=C(S2)C(=O)NCCC(C)(C)C)C(F)(F)F